6-amino-2'-fluoro-N-{(1S,2S)-2-[(4-{(5S)-5-[4-(2-hydroxyethyl)piperazin-1-yl]-5,6,7,8-tetrahydronaphthalen-2-yl}phenyl)methoxy]cyclopentyl}[3,3'-bipyridine]-5-carboxamide NC1=C(C=C(C=N1)C=1C(=NC=CC1)F)C(=O)N[C@@H]1[C@H](CCC1)OCC1=CC=C(C=C1)C1=CC=2CCC[C@@H](C2C=C1)N1CCN(CC1)CCO